BrC1=CC(=C(C(=C1)OC)CO)OC (4-bromo-2,6-dimethoxy-phenyl)methanol